F[C@@H]1[C@@H]([C@H]2CN[C@@]1(C2)C)N(C2=CC=C(N=N2)C2=C(C=C(C=C2)N2C=NC=C2)O)C 2-(6-(((1R,4R,5R,6R)-6-fluoro-1-methyl-2-azabicyclo[2.2.1]heptan-5-yl)(methyl)amino)pyridazin-3-yl)-5-(1H-imidazol-1-yl)phenol